C(=CC)[NH+]([C@@H](C[SeH])C(=O)O)[O-] propenyl-selenocysteine oxide